C1(CC1)CN1N=C(C=C1C(=O)N=C=S)C 1-(cyclopropylmethyl)-3-methyl-1H-pyrazol-5-carbonylisothiocyanate